Cl.NCCCC1=C2C3=C(C(OC2=CC(=C1)O)=O)C=CC=C3 (3-aminopropyl)-3-hydroxy-6H-benzo[c]chromen-6-one hydrochloride